3-amino-8-azabicyclo[3.2.1]Octane-2-carboxylic acid NC1C(C2CCC(C1)N2)C(=O)O